hydroxy-5beta-cholanic acid OC(C(=O)O)C[C@@H](C)[C@H]1CC[C@H]2[C@@H]3CC[C@@H]4CCCC[C@]4(C)[C@H]3CC[C@]12C